ClC1=C(N[C@H](C)C=2C=C(C=C3C(C(=C(OC23)C=2C=NC=CC2)C)=O)C)C=CC(=C1)C 8-[(1R)-1-(2-Chloro-4-methyl-anilino)ethyl]-3,6-dimethyl-2-(3-pyridyl)chromen-4-one